5-((2H-tetrazol-2-yl)methyl)-6-(4-methoxyphenyl)-2,3-diphenylpyrazolo[1,5-a]pyrimidin-7(4H)-one N=1N(N=NC1)CC=1NC=2N(C(C1C1=CC=C(C=C1)OC)=O)N=C(C2C2=CC=CC=C2)C2=CC=CC=C2